CC=1C=C(C=CC1)SN S-3-methylphenyl-sulfenamide